C(C)(C)(C)OC(=O)N(C1CCC(CC1)C(=O)OC)CC methyl (1r,4r)-4-{[(tert-butoxy)carbonyl](ethyl)amino}cyclohexane-1-carboxylate